(1-sec-butyl-5-tetrazol-2-yl-1H-pyrazolo[4,3-d]pyrimidin-7-yl)-((R)-cyclopropyl-quinolin-3-yl-methyl)-amine C(C)(CC)N1N=CC=2N=C(N=C(C21)N[C@@H](C=2C=NC1=CC=CC=C1C2)C2CC2)N2N=CN=N2